N-butyl-1-(5-chloro-2-((5-(2-oxopyrrolidin-1-yl)pyridin-3-yl)amino)pyrimidin-4-yl)piperidine-3-carboxamide C(CCC)NC(=O)C1CN(CCC1)C1=NC(=NC=C1Cl)NC=1C=NC=C(C1)N1C(CCC1)=O